N-hydroxy-4-(1-propyl-1H-benzo[d]imidazol-2-yl)benzamide ONC(C1=CC=C(C=C1)C1=NC2=C(N1CCC)C=CC=C2)=O